C1(CC1)OC1=CC=C(C=N1)C1=CN=CC(=N1)C(=O)N/N=C/C1=C(C=C(C(=C1)OC)F)F (E)-6-(6-cyclopropoxypyridin-3-yl)-N'-(2,4-difluoro-5-methoxybenzylidene)pyrazine-2-carbohydrazide